chloromethyl-bromostyrene ClCC(=CC1=CC=CC=C1)Br